N,N-diglycidyl-methylcyclohexylamine C(C1CO1)N(CC1CO1)C1(CCCCC1)C